C1=CC=CC2=C1CCCCCCCCCCC2 benzocyclotridecane